D-idaric acid O=C([C@@H](O)[C@H](O)[C@@H](O)[C@H](O)C(=O)O)O